C(C1=CC=CC=C1)N1C(=NC2=C1C=C(C=C2[N+](=O)[O-])C=2C(=NOC2C)C)NCC 1-benzyl-6-(3,5-dimethylisoxazol-4-yl)-N-ethyl-4-nitro-1H-benzo[d]imidazol-2-amine